C(C)(=O)N1CC2=C(C=C(C=C2C1)C1CCN(CC1)C1=C2CN(C(C2=CC=C1)=O)C1C(NC(CC1)=O)=O)N1CCCC2=CC(=C(C=C12)C(F)F)C=1C=NN(C1)C 3-[4-(4-{2-acetyl-7-[7-(difluoromethyl)-6-(1-methylpyrazol-4-yl)-3,4-dihydro-2H-quinolin-1-yl]-1,3-dihydroisoindol-5-yl}piperidin-1-yl)-1-oxo-3H-isoindol-2-yl]piperidine-2,6-dione